FC1=CC=C(C=C1)NC(=O)C1(CC1)C(=O)NC1=CC=C(C=C1)OC1=CC=NC2=CC(=C(C=C12)OC)OC Cyclopropane-1,1-dicarboxylic acid [4-(6,7-dimethoxy-quinoline-4-yloxy)-phenyl]-amide (4-fluorophenyl)-amide